O1-tert-Butyl O4-(1,3-dioxoisoindolin-2-yl) 4-(2,2-difluoropropylcarbamoyl)piperidine-1,4-dicarboxylate FC(CNC(=O)C1(CCN(CC1)C(=O)OC(C)(C)C)C(=O)ON1C(C2=CC=CC=C2C1=O)=O)(C)F